FC1=C(N=CC2=C1N=C(N=C2OCC(F)(F)F)OC[C@]21CCCN1C[C@@H](C2)F)C2=C(C(=CC1=CC=CC=C21)OC)F 8-fluoro-7-(2-fluoro-3-methoxynaphthalen-1-yl)-2-(((2R,7aS)-2-fluorohexahydro-1H-pyrrolizin-7a-yl)methoxy)-4-(2,2,2-trifluoroethoxy)pyrido[4,3-d]pyrimidine